tert-butyl 2-(4-(4-(4-aminobutyl)phenyl)-2,3,9-trimethyl-6H-thieno[3,2-f][1,2,4]triazolo[4,3-a][1,4]diazepin-6-yl)acetate NCCCCC1=CC=C(C=C1)C1=NC(C=2N(C3=C1C(=C(S3)C)C)C(=NN2)C)CC(=O)OC(C)(C)C